1-(5,5-dimethyl-1-cyclohexen-1-yl)4-penten-1-one CC1(CCC=C(C1)C(CCC=C)=O)C